tetraphenylphosphonium (p-tolyl)borate C1(=CC=C(C=C1)OB([O-])[O-])C.C1(=CC=CC=C1)[P+](C1=CC=CC=C1)(C1=CC=CC=C1)C1=CC=CC=C1.C1(=CC=CC=C1)[P+](C1=CC=CC=C1)(C1=CC=CC=C1)C1=CC=CC=C1